OC1=C2C(C=C(C(C2=CC=C1)=O)C=CC1=C(C=C(C(=C1)OC)OC)OC)=O 5-hydroxy-2-(2,4,5-trimethoxystyryl)naphthalene-1,4-dione